C(C)OC(/C(=C/C(S(=O)(=O)C1=CC=CC=C1)C1=CC=C(C=C1)OC)/F)=O (Z)-4-(4-methoxyphenyl)-2-fluoro-4-benzenesulfonyl-2-butenoic acid ethyl ester